CCC(C)(C/C(=N\\OS(=O)(=O)O)/S[C@H]1[C@@H]([C@H]([C@@H]([C@H](O1)CO)O)O)O)O The molecule is a hydroxy-alkylglucosinolic acid that consists of 1-thio-beta-D-glucopyranose attached to a 3-hydroxy-3-methyl-N-(sulfooxy)pentanimidoyl group at the anomeric sulfur. It is a conjugate acid of a glucocleomin(1-).